dimethoxybiphenyl-dicarboxylic acid COC=1C(=C(C(=C(C1)C1=CC=CC=C1)C(=O)O)C(=O)O)OC